O=C(CNC=1C=C(C(=O)OC=2C=C(C=CC2)C)C=CC1)NC1=C(C=CC=C1)SC1=CC=CC=C1 m-Tolyl 3-((2-oxo-2-((2-(phenylthio)phenyl)amino)ethyl)amino)benzoate